α-D-Glucopyranosyl-(1→2)-α-D-glucopyranosyl-(1→2)-α-D-glucopyranosyl-(1→2)-α-D-glucopyranosyl-(1→2)-D-glucopyranose [C@H]1([C@H](O)[C@@H](O)[C@H](O)[C@H](O1)CO)O[C@H]1[C@H](O[C@@H]([C@H]([C@@H]1O)O)CO)O[C@H]1[C@H](O[C@@H]([C@H]([C@@H]1O)O)CO)O[C@H]1[C@H](O[C@@H]([C@H]([C@@H]1O)O)CO)O[C@H]1C(O)O[C@@H]([C@H]([C@@H]1O)O)CO